(S)-3-benzyl-2,6,9-trimethyl-5,6-dihydro-4H-thieno[3,2-f][1,2,4]triazolo[4,3-a][1,4]diazepine C(C1=CC=CC=C1)C1=C(SC2=C1CN[C@H](C=1N2C(=NN1)C)C)C